3-hydroxy-2-carboxynaphthaleneanilide (1R,3S)-3-(3-{[(4-methyl-1H-1,2,3-triazol-1-yl)-acetyl]amino}-1H-pyrazol-5-yl)cyclopentyl-tert-butylcarbamate CC=1N=NN(C1)CC(=O)NC1=NNC(=C1)[C@@H]1C[C@@H](CC1)N(C(O)=O)C(C)(C)C.OC=1C(=C(C2=CC=CC=C2C1)C(=O)NC1=CC=CC=C1)C(=O)O